(rac)-((1s,3s)-3-Hydroxy-3-methylcyclobutyl)(6-(imidazo[1,2-a]pyridin-7-yl)-2-azaspiro[3.4]octan-2-yl)methanone OC1(CC(C1)C(=O)N1CC2(C1)C[C@@H](CC2)C2=CC=1N(C=C2)C=CN1)C |r|